(4-tert-butyl-phenyl)quinoline C(C)(C)(C)C1=CC=C(C=C1)C1=NC2=CC=CC=C2C=C1